(R)-1-((R)-3-amino-1-(4-((6-amino-9H-purin-9-yl)methyl)-6-(4-fluoro-2-methoxyphenyl)pyridin-3-yl)piperidin-3-yl)-2,2-difluoroethan-1-ol N[C@]1(CN(CCC1)C=1C=NC(=CC1CN1C2=NC=NC(=C2N=C1)N)C1=C(C=C(C=C1)F)OC)[C@H](C(F)F)O